(2R,11aR)-6-(cyclopropylmethoxy)-7-fluoro-2-hydroxy-8-methyl-2,3,11,11a-tetrahydro-1H,5H-benzo[f]pyrrolo[2,1-c][1,4]oxazepin-5-one C1(CC1)COC1=C(C(=CC2=C1C(N1[C@@H](CO2)C[C@H](C1)O)=O)C)F